[5-(1H-benzimidazol-2-yl)-1H-pyrazol-3-yl]-4-[(3R)-3-hydroxypyrrolidin-1-yl]benzamide N1C(=NC2=C1C=CC=C2)C2=CC(=NN2)C2=C(C(=O)N)C=CC(=C2)N2C[C@@H](CC2)O